5-((2'-(4-(4-Fluorophenyl)piperidin-1-yl)-[2,4'-bipyrimidin]-4-yl)ethynyl)-1H-indazole FC1=CC=C(C=C1)C1CCN(CC1)C1=NC=CC(=N1)C1=NC=CC(=N1)C#CC=1C=C2C=NNC2=CC1